C(CC)S(SC(C)C)=O S-isopropyl propane-1-thiosulfinate